(2S)-2-amino-3-(4-(2-amino-6-((R)-1-(4-chloro-2-(3-methyl-1H-pyrazole-1-yl)phenyl)-2,2,2-trifluoroethoxy)pyrimidine-4-yl)cyclohex-3-ene-1-yl)propionic acid hydrochloride Cl.N[C@H](C(=O)O)CC1CC=C(CC1)C1=NC(=NC(=C1)O[C@@H](C(F)(F)F)C1=C(C=C(C=C1)Cl)N1N=C(C=C1)C)N